ClC1=NC=C2C=CC(=NC2=C1)S(=O)(=O)NC1CCN(CC1)C 7-chloro-N-(1-methylpiperidin-4-yl)-1,6-naphthyridine-2-sulfonamide